(10-phenyl-anthracen-9-yl)boric acid C1(=CC=CC=C1)C1=C2C=CC=CC2=C(C2=CC=CC=C12)OB(O)O